2-((S)-4-((S)-4-chloro-3-methyl-2'-((tetrahydro-1H-pyrrolizin-7a(5H)-yl)methoxy)-5',8'-dihydro-6'H-spiro[indene-1,7'-quinazolin]-4'-yl)-1-(2-fluoroacryloyl)piperazin-2-yl)acetonitrile ClC1=C2C(=C[C@@]3(CCC=4C(=NC(=NC4C3)OCC34CCCN4CCC3)N3C[C@@H](N(CC3)C(C(=C)F)=O)CC#N)C2=CC=C1)C